C(C)NC([O-])=O.C(C)[O-] Ethanolate Ethylcarbamate